C(CCC\C=C/C\C=C/CCCCC)=O (5Z,8Z)-Tetradeca-5,8-dienal